OCCOC1=C(C=CC(=C1)C(=O)OCCCCCCCC)C1=NC=NC=N1 6-(2-hydroxy-4-octyloxycarbonyl-ethoxyphenyl)-s-triazine